(2S,4S)-4-(aminomethyl)-N-((4-carbamimidoylthiophen-2-yl)methyl)-4-fluoro-1-((4-phenoxybutanoyl)glycyl)pyrrolidine-2-carboxamide NC[C@]1(C[C@H](N(C1)C(CNC(CCCOC1=CC=CC=C1)=O)=O)C(=O)NCC=1SC=C(C1)C(N)=N)F